C(C)(C)(C)OC(=O)N1CCC(CC1)C=1N=C2N(C=C(C=C2F)C=2C=C(C=3N(N2)C=C(N3)C)C(F)F)C1 4-(6-(8-(difluoromethyl)-2-methylimidazo[1,2-b]pyridazin-6-yl)-8-fluoroimidazo[1,2-a]pyridin-2-yl)piperidine-1-carboxylic acid tert-butyl ester